C(C)OC(=O)C=1N(C=C(N1)NC(CCNC(=O)OC(C)(C)C)=O)C.OC1=C(C=C(C=C1)C(C)(C)C1=CC(=C(C=C1)O)C(C)C)C(C)C 2,2-Bis(4-hydroxy-3-isopropylphenyl)propane ethyl-4-[3-[(tert-butoxycarbonyl)amino]propanamido]-1-methylimidazole-2-carboxylate